C(C1=CC=CC=C1)C1=C(SC=2N3C(COCC21)=NN=C3C)C#CC=3C=NN(C3)CCCC#CC3=C2CN(C(C2=CC=C3)=O)C3C(N(C(CC3)=O)C)=O 3-(4-(5-(4-((3-benzyl-9-methyl-4H,6H-thieno[2,3-e][1,2,4]triazolo[3,4-c][1,4]oxazepin-2-yl)ethynyl)-1H-pyrazol-1-yl)pent-1-yn-1-yl)-1-oxoisoindolin-2-yl)-1-methylpiperidine-2,6-dione